2-(4-(4-(dimethylamino)piperidin-1-yl)-3-methoxyphenyl)-N4-(1-methylcyclopropyl)-5-(trifluoromethyl)thieno[2,3-d]pyrimidine-2,4-diamine CN(C1CCN(CC1)C1=C(C=C(C=C1)C1(N=C(C2=C(N1)SC=C2C(F)(F)F)NC2(CC2)C)N)OC)C